(2S)-4-[2-(cyclopropylmethoxy)ethyl-[4-(5,6,7,8-tetrahydro-1,8-naphthyridin-2-yl)butyl]amino]-2-[[(2R,5R)-2,5-dimethylpyrrolidine-1-carbonyl]amino]butanoic acid C1(CC1)COCCN(CC[C@@H](C(=O)O)NC(=O)N1[C@@H](CC[C@H]1C)C)CCCCC1=NC=2NCCCC2C=C1